1-(2-(4-(benzo[d]oxazol-2-yl)-5-hydroxy-1-methyl-6-oxo-1,6-dihydropyrimidin-2-yl)-1-cyclobutyl-1H-benzo[d]imidazol-6-yl)urea O1C(=NC2=C1C=CC=C2)C=2N=C(N(C(C2O)=O)C)C2=NC1=C(N2C2CCC2)C=C(C=C1)NC(=O)N